tert-butyl (2R,4S)-4-[3-bromo-4-cyano-5-[(cyclopropylmethyl)amino]pyrazol-1-yl]-2-(methoxymethyl)pyrrolidine-1-carboxylate BrC1=NN(C(=C1C#N)NCC1CC1)[C@H]1C[C@@H](N(C1)C(=O)OC(C)(C)C)COC